NC1(CCN(CC1)C=1C2=C(N=C(N1)N)N(N=N2)CC=2C=NC(=CC2)Cl)C 7-(4-amino-4-methylpiperidin-1-yl)-3-(6-chloropyridin-3-ylmethyl)-3H-[1,2,3]triazolo[4,5-d]pyrimidin-5-amine